tert-butyl (S)-2-(2-((2-methyl-1-((3-(trifluoromethyl)pyridin-2-yl)oxy)propan-2-yl)amino)-2-oxoethyl)pyrrolidine-1-carboxylate CC(COC1=NC=CC=C1C(F)(F)F)(C)NC(C[C@H]1N(CCC1)C(=O)OC(C)(C)C)=O